N-(1-(4-chlorophenyl)-2-((2-morpholinoethyl)amino)-2-oxoethyl)-N-cyclopentyl-4-(pyridin-1-yl)butanamide ClC1=CC=C(C=C1)C(C(=O)NCCN1CCOCC1)N(C(CCCN1CC=CC=C1)=O)C1CCCC1